C(C)(C)(C)OC(N=S(=O)(C)C1=CC(=CC=C1)NC(C1=C(N=C(C=C1)CC1CC1)N1CCC2(CC2)CC1)=O)=O.C12(CC3CC(CC(C1)C3)C2)C2=NC(NC3=CC=CC=C23)=O adamantyl-azaquinolone tert-butyl-((3-(6-(cyclopropylmethyl)-2-(6-azaspiro[2.5]octan-6-yl)nicotinamido)phenyl)(methyl)(oxo)-λ6-sulfaneylidene)carbamate